CC1=CC(=CC1)CCC 1-methyl-3-n-propylcyclopenta-1,3-diene